ethyl 2-(2-((5-(3-(aminomethyl)phenyl)-7-((4-methylpiperazin-1-yl)methyl)benzofuran-3-yl)methoxy)phenyl)acetate NCC=1C=C(C=CC1)C=1C=C(C2=C(C(=CO2)COC2=C(C=CC=C2)CC(=O)OCC)C1)CN1CCN(CC1)C